NC1=CC(=C(C#N)C=C1OC)F 4-amino-2-fluoro-5-methoxybenzonitrile